P(=O)([O-])([O-])[O-].[Mg+2].P(=O)([O-])([O-])[O-].[V+5] vanadium phosphate magnesium phosphate